(S)-2-(1-(2-(difluoromethyl)-1H-imidazol-1-yl)cyclopropane-1-carboxamido)-4-(((S)-3-fluoro-2-methoxypropyl)(4-(5,6,7,8-tetrahydro-1,8-naphthyridin-2-yl)butyl)amino)butanoic acid FC(C=1N(C=CN1)C1(CC1)C(=O)N[C@H](C(=O)O)CCN(CCCCC1=NC=2NCCCC2C=C1)C[C@@H](CF)OC)F